2-{[(2S)-1,4-dioxan-2-yl]methyl}-N-{[(2R,5R)-5-methyloxacyclopent-2-yl]methyl}-8-(trifluoromethyl)-4,5-dihydro-2H-furo[2,3-g]indazole-7-carboxamide O1[C@H](COCC1)CN1N=C2C3=C(CCC2=C1)OC(=C3C(F)(F)F)C(=O)NC[C@@H]3O[C@@H](CC3)C